3-(4-(cyclopropyl(4-methyl-4H-1,2,4-triazol-3-yl)methyl)-6-(trifluoromethyl)pyridin-2-yl)-7-((((S)-2-methoxypropyl)amino)methyl)-9-(trifluoromethyl)-4H-pyrido[1,2-a]pyrimidin-4-one C1(CC1)C(C1=CC(=NC(=C1)C(F)(F)F)C1=CN=C2N(C1=O)C=C(C=C2C(F)(F)F)CNC[C@H](C)OC)C2=NN=CN2C